ClC1=CC=C(CC2CCC(C2=O)(C)C)C=C1 5-(4-chlorobenzyl)-2,2-dimethyl-cyclopentanone